C1(=CC=C2C=CC3=CC=CC4=CC=C1C2=C34)[Zr] pyrenyl-zirconium